4-((1-Benzylpiperidin-4-yl)(methyl)amino)-5-chloro-N-(6-fluoropyridin-2-yl)thiophene-2-sulfonamide C(C1=CC=CC=C1)N1CCC(CC1)N(C=1C=C(SC1Cl)S(=O)(=O)NC1=NC(=CC=C1)F)C